2-methyl-4-(((5-(4-(trifluoromethoxy)phenyl)-1,3,4-thiadiazol-2-yl)methyl)thio)phenol CC1=C(C=CC(=C1)SCC=1SC(=NN1)C1=CC=C(C=C1)OC(F)(F)F)O